(S)-4-(4-(1,3-Dioxolan-2-yl)piperidin-1-yl)-N-(2,6-dioxopiperidin-3-yl)-2-fluorobenzamide O1C(OCC1)C1CCN(CC1)C1=CC(=C(C(=O)N[C@@H]2C(NC(CC2)=O)=O)C=C1)F